2-(4-(2-(dimethylamino)ethyl)piperazin-1-yl)-6-(3,5-dimethylisoxazol-4-yl)-N-((5-methylpyridin-3-yl)methyl)quinazolin-4-amine CN(CCN1CCN(CC1)C1=NC2=CC=C(C=C2C(=N1)NCC=1C=NC=C(C1)C)C=1C(=NOC1C)C)C